(2S)-2-aminoheptanedioic acid N[C@H](C(=O)O)CCCCC(=O)O